(S)-1-(1-isocyanatoethyl)naphthalene (R)-(tert-butyl-1-(4-hydroxyphenyl)-2-methoxy-2-methylpropyl)carbamate C(C)(C)(C)[C@](C(C)(C)OC)(C1=CC=C(C=C1)O)NC(O)=O.N(=C=O)[C@@H](C)C1=CC=CC2=CC=CC=C12